FC1C[C@H]2CC(C[C@H]2C1)OC(CN1C(N(C(C2=C1SC(=C2C)C=2OC=CN2)=O)C(C(=O)O)(C)C)=O)C2=C(C=CC=C2)OC 2-[1-[2-[[(3aR,6aS)-5-fluoro-1,2,3,3a,4,5,6,6a-octahydropentalen-2-yl]oxy]-2-(2-methoxyphenyl)ethyl]-5-methyl-6-oxazol-2-yl-2,4-dioxo-thieno[2,3-d]pyrimid-3-yl]-2-methyl-propanoic acid